3H-pyrrolo[2,3-c]pyridine N1=CCC=2C1=CN=CC2